O1-benzyl O2-methyl (2S,4S)-4-[3-[2-[2-[tert-butoxycarbonyl-[3-(1,3-dioxoisoindolin-2-yl)propyl]amino]ethyl]phenyl]phenoxy]pyrrolidine-1,2-dicarboxylate C(C)(C)(C)OC(=O)N(CCC1=C(C=CC=C1)C=1C=C(O[C@H]2C[C@H](N(C2)C(=O)OCC2=CC=CC=C2)C(=O)OC)C=CC1)CCCN1C(C2=CC=CC=C2C1=O)=O